N,N-Dimethyl-1-(5-ethyl-3-methoxy-2-octadecyloxyphenyl)methanamin CN(CC1=C(C(=CC(=C1)CC)OC)OCCCCCCCCCCCCCCCCCC)C